Tert-butyl (S)-2-(hydroxymethyl)-2-methylpyrrolidine-1-carboxylate OC[C@]1(N(CCC1)C(=O)OC(C)(C)C)C